tris(dimethylaminomethyl)sulfonium difluorotrimethylammonium salt FC([NH+](C)C)F.CN(C)C[S+](CN(C)C)CN(C)C